C=CC=CCCCCCCCCCCCCC heptadecanediene